C(C)(C)C1=C(C=CC=C1)C1=NC=C2NC(N(C2=N1)CC1=CC=C(C=C1)N1N=C(C=C1)N1CCOCC1)=O 2-(2-isopropylphenyl)-9-(4-(3-morpholino-1H-pyrazol-1-yl)benzyl)-7,9-dihydro-8H-purin-8-one